NC1=C(C=C(C=N1)C=1N=C(N(C1)C12CC(C1)(C2)F)[C@H](C(F)(F)F)O)C(F)(F)F (R)-1-(4-(6-amino-5-(trifluoromethyl)pyridin-3-yl)-1-(3-fluorobicyclo[1.1.1]pentan-1-yl)-1H-imidazol-2-yl)-2,2,2-trifluoroethanol